rac-2-thiocarbonyl-3-(2-((2R,4R)-4-(trifluoromethyl)piperidin-2-yl)benzyl)-1,2,3,7-tetrahydro-6H-purin-6-one C(=S)=C1NC(C=2NC=NC2N1CC1=C(C=CC=C1)[C@@H]1NCC[C@H](C1)C(F)(F)F)=O |r|